C1(CC1)C=1N=NN(C1)[C@@H](C(=O)N1[C@H](C[C@@H](C1)O)C(=O)NC=1N(N=C(C1)C1OCCC1)C)C(C)(C)C (2R,4S)-1-[(2R)-2-(4-cyclopropyltriazol-1-yl)-3,3-dimethyl-butanoyl]-4-hydroxy-N-(2-methyl-5-tetrahydrofuran-2-yl-pyrazol-3-yl)pyrrolidine-2-carboxamide